6-Phenyl-3-((7-((S)-2-phenylpyrrolidine-1-carbonyl)-7-azaspiro[4.5]decan-10-yl)methyl)pyrimidin-4(3H)-one C1(=CC=CC=C1)C1=CC(N(C=N1)CC1CCN(CC12CCCC2)C(=O)N2[C@@H](CCC2)C2=CC=CC=C2)=O